4-(aminomethyl)-3-methyl-N-(4-(4-(trifluoromethyl)piperidin-1-yl)phenyl)aniline NCC1=C(C=C(NC2=CC=C(C=C2)N2CCC(CC2)C(F)(F)F)C=C1)C